FC1(CC(N(CC1)C(=O)NCCCC1(CC1)C(F)(F)F)(C)C)F 4,4-difluoro-2,2-dimethyl-N-(3-(1-(trifluoromethyl)cyclopropyl)propyl)piperidine-1-carboxamide